N-(Ethylaminothiocarbonyl)-2-(4-(trifluoromethyl)pyridin-2-yl)acetamide C(C)NC(=S)NC(CC1=NC=CC(=C1)C(F)(F)F)=O